Monophenyl ((((R)-1-(6-amino-9H-purin-9-yl) propan-2-yl) oxy) methyl) phosphate P(=O)(OC1=CC=CC=C1)(OCO[C@@H](CN1C2=NC=NC(=C2N=C1)N)C)[O-]